BrC=1C=NN(C1)C1=CC=C(C=C1)OC(F)(F)F 4-bromo-1-[4-(trifluoromethoxy)phenyl]pyrazole